C1(CC1)NC(C1=C(C=CC=C1)SC1=CC=C2C(=NNC2=C1)\C=C\C1=NC=C(C=C1)CCN(CC)CC)=O N-cyclopropyl-2-({3-[(E)-2-{5-[2-(diethylamino)ethyl]pyridin-2-yl}vinyl]-1H-indazol-6-yl}thio)benzamide